diacetyloxy-methyl-phenyl-silane C(C)(=O)O[Si](C1=CC=CC=C1)(C)OC(C)=O